ClC=1C=C2C(=NC(=NC2=C(C1C=1C(=CC=C2C=NN(C12)C)F)F)N1CC(C1)N(C)C)N1C[C@H](N(C[C@@H]1C)C(C=C)=O)C 1-((2R,5S)-4-((R)-6-chloro-2-(3-(dimethylamino)azetidin-1-yl)-8-fluoro-7-(6-fluoro-1-methyl-1H-indazol-7-yl)quinazolin-4-yl)-2,5-dimethylpiperazin-1-yl)prop-2-en-1-one